1-ethyl-4-nitro-1H-1,2,3-triazole C(C)N1N=NC(=C1)[N+](=O)[O-]